(R)-6-(((1-([1,1'-bi(cyclopropan)]-1-yl)-1H-1,2,3-triazol-4-yl)(4-methylthiazol-5-yl)methyl)amino)-4-(neopentylamino)quinoline-3,8-dicarbonitrile C1(CC1)(C1CC1)N1N=NC(=C1)[C@H](C1=C(N=CS1)C)NC=1C=C2C(=C(C=NC2=C(C1)C#N)C#N)NCC(C)(C)C